C(C)(C)(C)OC(=O)N1CC2=CC=C(C=C2CC1)N1C(OCC=2C=NC=3N=C(C=CC3C21)OC)=O 6-(8-Methoxy-2-oxo-2H-[1,3]oxazino[5,4-c][1,8]naphthyridin-1(4H)-yl)-3,4-dihydroisoquinoline-2(1H)-carboxylic acid tert-butyl ester